tert-butyl N-(6-tert-butyl-3-pyridyl)carbamate C(C)(C)(C)C1=CC=C(C=N1)NC(OC(C)(C)C)=O